OC1(CN(C1)CC(C)(C)C)C#CC1=CC2=C(OC[C@@H](C(N2C)=O)NC(C2=NC=CC(=C2)OC2=CC=CC=C2)=O)C=C1 (S)-N-(7-((3-hydroxy-1-neopentylazetan-3-yl)ethynyl)-5-methyl-4-oxo-2,3,4,5-tetrahydrobenzo[b][1,4]oxazepin-3-yl)-4-phenoxypicolinamide